[Li].[C@@H]1([C@H](O)[C@H](OP(=O)(O)O)[C@@H](COP(=O)(O)OP(=O)(O)OCC(C)(C)[C@@H](O)C(=O)NCCC(=O)NCCS)O1)N1C=NC=2C(N)=NC=NC12 coenzyme A lithium